C1(=CC(=CC=C1)C[C@@H]1C=2C(NN=C(C2CC[C@@H]1NS(=O)(=O)C)C)=O)C1=CC=CC=C1 |r| rac-N-{(5R,6S)-5-[([1,1'-biphenyl]-3-yl)methyl]-1-methyl-4-oxo-3,4,5,6,7,8-hexahydrophthalazin-6-yl}methanesulfonamide